(3R)-1-[(1H-imidazol-2-yl)methyl]-2'-(quinolin-3-yl)-4'H,6'H-spiro[pyrrolidine-3,5'-pyrrolo[1,2-b]pyrazole] N1C(=NC=C1)CN1C[C@]2(CC=3N(N=C(C3)C=3C=NC4=CC=CC=C4C3)C2)CC1